C(C)(C)(C)N=C=NC1=C(C#N)C=CC=C1Cl 2-(((tert-butylimino)methylene)amino)-3-chlorobenzonitrile